N1C=CC=CC=C1C(=O)OC(C)(C)C T-butyl azepin-7-carboxylate